tert-butyl (4-(2-(4-(6-(2,6-dioxopiperidin-3-yl)-4-fluoropyridin-3-yl)piperazin-1-yl)ethyl)piperidin-1-yl)carbamate O=C1NC(CCC1C1=CC(=C(C=N1)N1CCN(CC1)CCC1CCN(CC1)NC(OC(C)(C)C)=O)F)=O